(1H-pyrazol-3-yl)-4-fluoropyrrolidine-2-carboxamide N1N=C(C=C1)N1C(CC(C1)F)C(=O)N